6'-bromospiro(azetidine-3,2'-chromene) BrC=1C=C2C=CC3(OC2=CC1)CNC3